NC=1C=NN(C1)CC1CCN(CC1)C(=O)OCCCC butyl 4-[(4-amino-1H-pyrazol-1-yl)methyl]piperidine-1-carboxylate